P(=O)(O)([O-])[O-].[Li+].[Li+] lithium monohydrogen phosphate